4-(5-(((1s,4s)-4-(4-(trifluoromethyl)-1H-pyrazol-1-yl)cyclohexyl)oxy)-1,6-naphthyridin-7-yl)morpholine FC(C=1C=NN(C1)C1CCC(CC1)OC1=C2C=CC=NC2=CC(=N1)N1CCOCC1)(F)F